I(=O)(=O)C1=C(C=C(C=C1)C)S(=O)(=O)O.[K] potassium 2-iodoxy-5-methylbenzenesulfonic acid